C(C)N1N=NC2=C1C=CC(=C2C)\C(=C/C(=O)OCC)\C2=NC(=C(C=C2)C)CO (E)-Ethyl 3-(1-ethyl-4-methyl-1H-benzo[d][1,2,3]triazol-5-yl)-3-(6-(hydroxymethyl)-5-methylpyridin-2-yl)acrylate